[Si](C)(C)(C(C)(C)C)OC1CC(CC1)CO (3-((tert-butyldimethylsilyl)oxy)cyclopentyl)methanol